(1R,2S,3R)-N-[7-chloro-6-[4-((S)-3-methyltetrahydrofuran-3-yl)piperazin-4-ium-1-yl]-3-isoquinolyl]-2-methyl-3-(1-methylpyrazol-4-yl)cyclopropanecarboxamide ClC1=C(C=C2C=C(N=CC2=C1)NC(=O)[C@@H]1[C@H]([C@H]1C=1C=NN(C1)C)C)N1CC[NH+](CC1)[C@@]1(COCC1)C